C1(CC1)C1=CC(=C(C(=O)/N=C/N(C)C)C(=C1)C)F (E)-4-cyclopropyl-N-((dimethylamino)methylene)-2-fluoro-6-methylbenzamide